3-[[5-[5-(difluoromethyl)-1,3,4-oxadiazol-2-yl]thiazol-2-yl]methyl-(5-methyl-3-pyridyl)sulfamoyl]propanamide FC(C1=NN=C(O1)C1=CN=C(S1)CN(S(=O)(=O)CCC(=O)N)C=1C=NC=C(C1)C)F